C(CCCCCCCCCCCCC(C(=O)O)C(CCCCCCCC)CCCCCCCC)C(C(=O)O)C(CCCCCCCC)CCCCCCCC tridecane-1,13-diylbis(3-octylundecanoic acid)